ClC1=CC(=C(C=C1)C=1C=2N(N=C(C1)N1C[C@@H](OCC1)C1=NOC(=N1)C)C(C(=C(N2)C)C)=O)F 9-(4-chloro-2-fluoro-phenyl)-2,3-dimethyl-7-[(2R)-2-(5-methyl-1,2,4-oxadiazol-3-yl)morpholino]pyrimido[1,2-b]pyridazin-4-one